1-(4-((5-(4-(1H-pyrazol-4-yl)phenyl)-1H-pyrazol-3-yl)amino)-3-methylphenyl)-3-methylurea N1N=CC(=C1)C1=CC=C(C=C1)C1=CC(=NN1)NC1=C(C=C(C=C1)NC(=O)NC)C